O1CCOC12CCN(CC2)CCNC(OCC2=CC=CC=C2)=O benzyl (2-(1,4-dioxa-8-azaspiro[4.5]decan-8-yl)ethyl)carbamate